2-benzoyloxyiminopropane-1-one C(C1=CC=CC=C1)(=O)ON=C(C=O)C